[Nb].[Cu].[Sn] tin copper niobium